C(C)OC1=NC=CC=C1C1=NC=2CNCC3(C2C=C1)CCN(CC3)C=3C(=NC(=CC3)OC)C(F)(F)F 2'-(2-ethoxypyridin-3-yl)-1-(6-methoxy-2-(trifluoromethyl)pyridin-3-yl)-7',8'-dihydro-6'H-spiro[piperidine-4,5'-[1,7]naphthyridine]